2,7-bis(behenyl)-9-(3-fluorophenyl)-9-fluorenol C(CCCCCCCCCCCCCCCCCCCCC)C1=CC=2C(C3=CC(=CC=C3C2C=C1)CCCCCCCCCCCCCCCCCCCCCC)(O)C1=CC(=CC=C1)F